7H-pyrazolo[3,4-H]Quinazoline-4-amine N1=CN=C(C2=CC=C3C(=C12)C=NN3)N